1-[(4S)-7-chloro-6-(3-fluoro-2-pyridyl)-4-methyl-8-(trifluoromethyl)-4H-[1,2,4]triazolo[1,5-a][1,4]benzodiazepin-2-yl]-3-cyclopropyl-urea ClC1=C(C=CC2=C1C(=N[C@H](C=1N2N=C(N1)NC(=O)NC1CC1)C)C1=NC=CC=C1F)C(F)(F)F